4-((1S,2R)-2-aminocyclopropyl)-N-(4,4-difluorocyclohexyl)-5-methylthiophene-2-carboxamide Hydrochloride Cl.N[C@H]1[C@@H](C1)C=1C=C(SC1C)C(=O)NC1CCC(CC1)(F)F